(4R)-4-[3-Oxo-3-[7-[[5-(trifluoromethyl)-2-pyridyl]methyl]-2-azaspiro[3.5]nonan-2-yl]propyl]oxazolidin-2-one O=C(CC[C@H]1NC(OC1)=O)N1CC2(C1)CCC(CC2)CC2=NC=C(C=C2)C(F)(F)F